COC=1C=C2C=CC=C3C(N(C(N1)=C32)C3C(NC(CC3)=O)=O)=O 3-(10-methoxy-3-oxo-2,11-diazatricyclo[6.3.1.04,12]dodeca-1(12),4,6,8,10-pentaen-2-yl)piperidine-2,6-dione